COC1(CCOCC1)C1=CC=C(C=C1)B1OC(C(O1)(C)C)(C)C 2-(4-(4-methoxytetrahydro-2H-pyran-4-yl)phenyl)-4,4,5,5-tetramethyl-1,3,2-dioxaborolane